CO[C@H]1CC[C@H]2[C@@H]3[C@@H](CC=4C=C(C=CC4[C@H]3CC[C@]12C)O)CCCCCCCCCS(=O)CCCC(C(F)(F)F)(F)F (7R,8R,9S,13S,14S,17S)-17-methoxy-13-methyl-7-(9-((4,4,5,5,5-pentafluoropentyl)sulfinyl)nonyl)-7,8,9,11,12,13,14,15,16,17-decahydro-6H-cyclopenta[a]phenanthren-3-ol